C1CCC2=CC(=CC=C12)CC(=O)N (2,3-dihydro-1H-inden-5-yl)acetamide